FC=1C=C(C=C(C1)C)C(C#N)NC1=CC=C2CCNC(C2=C1)=O (3-fluoro-5-methyl-phenyl)-2-[(1-oxo-3,4-dihydro-2H-isoquinolin-7-yl)amino]acetonitrile